(4,5-dichloro-1,1-dioxido-3-oxoisothiazol-2(3H)-yl)hexanoic acid ClC=1C(N(S(C1Cl)(=O)=O)C(C(=O)O)CCCC)=O